C(C)(=O)O[C@H]1[C@@H](O[C@@H]([C@H]([C@@H]1OC(C)=O)OC(C)=O)C(=O)OC)OC1=C(C=C(C=C1)CO)CNC(CCN)=O (2S,3R,4S,5S,6S)-2-(2-((3-aminopropanamido)methyl)-4-(hydroxymethyl)phenoxy)-6-(methoxycarbonyl)tetrahydro-2H-pyran-3,4,5-triyl triacetate